CC1=CC=C(C=C1)C=O (p-methylphenyl)methanone